NCCC1=C(C2=C(CC(O2)(C2CCC3(OCCO3)CC2)C)C(=C1C(=O)O)C)Cl 6-(2-aminoethyl)-7-chloro-2,4-dimethyl-2-(1,4-dioxaspiro[4.5]decan-8-yl)-2,3-dihydrobenzofuran-5-carboxylic acid